1,3,5-trimethylphenol CC1(CC(=CC(=C1)C)C)O